1-(3-Methoxy-2-(trifluoromethyl)phenyl)propan-1-amine HCl salt Cl.COC=1C(=C(C=CC1)C(CC)N)C(F)(F)F